2,5-dibromo-3-methylthiophene BrC=1SC(=CC1C)Br